(1'r,2'r,4'r)-4-bromo-5'-methyl-2'-(prop-1-en-2-yl)-1',2',3',4'-tetrahydro-[1,1'-biphenyl]-2,4',6-triol BrC=1C=C(C(=C(C1)O)[C@H]1[C@@H](C[C@H](C(=C1)C)O)C(=C)C)O